1-({6-[(3R)-3-methylmorpholin-4-yl]-2-{1H-pyrrolo[2,3-b]pyridin-4-yl}pyrimidin-4-yl}imino)-λ6-thian-1-one C[C@H]1N(CCOC1)C1=CC(=NC(=N1)C1=C2C(=NC=C1)NC=C2)N=S2(CCCCC2)=O